6-tert-butyl-9-[2-(3-ethoxycarbonylpyrrolidin-1-yl)pyrimidin-5-yl]-10-methoxy-2-oxo-6,7-dihydro-2H-pyrido[2,1-a]Isoquinoline-3-carboxylic acid ethyl ester C(C)OC(=O)C=1C(C=C2N(C(CC3=CC(=C(C=C23)OC)C=2C=NC(=NC2)N2CC(CC2)C(=O)OCC)C(C)(C)C)C1)=O